C(=C\CCCCCCCC)/N1C(C=C(C=C1)C)=O (E)-1-(Dec-1-en-1-yl)-4-methylpyridin-2(1H)-one